CN1N=C2C(=CC1=O)CN(C2)C(=O)OC(C)(C)C tert-butyl 2-methyl-3-oxo-5,7-dihydropyrrolo[3,4-c]pyridazine-6-carboxylate